N-(7-methoxy-10H-thiochromeno[3,2-b]pyridin-10-yl)-2-oxo-6-(trifluoromethyl)-1,2-dihydropyridine-3-carboxamide COC=1C=CC=2C(C3=NC=CC=C3SC2C1)NC(=O)C=1C(NC(=CC1)C(F)(F)F)=O